C(C)(C)(C)OC(=O)N[C@@H](CC1=CC=CC=C1)C(=O)OCCCCCCCCCCCCCCCCCCCCC henicosyl (tert-butoxycarbonyl)-L-phenylalaninate